BrC=1C=C(C=CC1)C=1N=C(NC1)NC(OC(C)(C)C)=O tert-butyl (4-(3-bromophenyl)-1H-imidazol-2-yl)carbamate